C(C)OC(C1=CC=C(C=C1)N1CCN(CC1)CC1=C(CC[C@@](C1)(C)C=O)C1=CC=C(C=C1)Cl)=O.OC1=C(C=C(C=C1CCOC(C=C)=O)C)N1N=C2C(=N1)C=CC=C2 2-[2-hydroxy-3-(2-acryloyloxyethyl)-5-methylphenyl]benzotriazole ethyl-(R)-4-(4-((4'-chloro-4-formyl-4-methyl-3,4,5,6-tetrahydro-[1,1'-biphenyl]-2-yl)methyl)piperazin-1-yl)benzoate